C(C)(C)[N+](C)(C)[O-] isopropyldimethylamine oxide